2-(4-acetyl-6-bromo-1-oxophthalazin-2(1H)-yl)-N-(1-isopropyl-1H-pyrazol-3-yl)acetamide C(C)(=O)C1=NN(C(C2=CC=C(C=C12)Br)=O)CC(=O)NC1=NN(C=C1)C(C)C